2-(2-benzoylhydrazyl)-N-ethynyl-ethyl-sulfonamide C(C1=CC=CC=C1)(=O)NNCCS(=O)(=O)NC#C